COC(CO)CO 2-methoxy-1,3-propanediol